(R)-4-((2-Methoxyphenyl)(5-methyl-1H-pyrrol-2-yl)(phenyl)methyl)phenol COC1=C(C=CC=C1)[C@](C1=CC=C(C=C1)O)(C1=CC=CC=C1)C=1NC(=CC1)C